FC1=C(C(=CC=C1)F)C(C)(C)C1=NC(=NO1)C1=NC(=CC(=N1)O)O 2-{5-[2-(2,6-Difluorophenyl)propan-2-yl]-1,2,4-oxadiazol-3-yl}pyrimidine-4,6-diol